C(C)OC1=CC=C(C=C2CCC=3C=CC(=CC3C2=O)C(=O)O)C=C1 7-(4-ethoxybenzylidene)-8-oxo-5,6,7,8-tetrahydronaphthalene-2-carboxylic acid